(2R)-3-(((2,3-bis(((S)-3-((tert-butoxycarbonyl)-amino)butanoyl)oxy)propoxy)(hydroxy)phosphoryl)oxy)propane-1,2-diyl ditetradecanoate C(CCCCCCCCCCCCC)(=O)OC[C@H](COP(=O)(O)OCC(COC(C[C@H](C)NC(=O)OC(C)(C)C)=O)OC(C[C@H](C)NC(=O)OC(C)(C)C)=O)OC(CCCCCCCCCCCCC)=O